N-[(1S)-2-[4-(5-amino-3-methyl-1H-pyrazol-4-yl)anilino]-1-cycloheptyl-2-oxo-ethyl]-2-methyl-pyrazole-3-carboxamide NC1=C(C(=NN1)C)C1=CC=C(NC([C@H](C2CCCCCC2)NC(=O)C=2N(N=CC2)C)=O)C=C1